NC1=NC=CC(=C1)CNC(O[C@H]1[C@H](NC[C@@H]1O)CC1=CC=C(C=C1)OC)=O (2R,3S,4S)-4-hydroxy-2-[(4-methoxyphenyl)methyl]pyrrolidin-3-yl N-[(2-aminopyridin-4-yl)methyl]carbamate